C1(=CCCCC1)C=1C=CC(=NC1)C#N 5-(cyclohex-1-en-1-yl)picolinonitrile